methyl 2-(2-hydroxyphenyl)-3,3-dimethoxy-propanoate OC1=C(C=CC=C1)C(C(=O)OC)C(OC)OC